N-(2-nitrobenzyloxycarbonyl)imidazolium triphenylbutyl-borate C1(=CC=CC=C1)C(CCCOB([O-])[O-])(C1=CC=CC=C1)C1=CC=CC=C1.[N+](=O)([O-])C1=C(COC(=O)N2C=[NH+]C=C2)C=CC=C1.[N+](=O)([O-])C1=C(COC(=O)N2C=[NH+]C=C2)C=CC=C1